1,5-dihydroxy-3-adamantaneformic acid n-octyl ester C(CCCCCCC)OC(=O)C12CC3(CC(CC(C1)(C3)O)C2)O